5-chloro-N4-ethyl-N2-(1-methylsulfonylindazol-4-yl)-7H-pyrrolo[2,3-d]pyrimidine-2,4-diamine ClC1=CNC=2N=C(N=C(C21)NCC)NC2=C1C=NN(C1=CC=C2)S(=O)(=O)C